BrC=1C=C(C=CC1F)C(C)(C)NC(=O)C=1OC=C(N1)C1=NC(=NC=C1C)NC1=CC=NN1C N-(2-(3-bromo-4-fluorophenyl)propan-2-yl)-4-(5-methyl-2-((1-methyl-1H-pyrazol-5-yl)amino)pyrimidin-4-yl)oxazole-2-carboxamide